2-((1-methoxy-2-methyl-1-oxopropan-2-yl)carbamoyl)piperazine-1,4-dicarboxylate COC(C(C)(C)NC(=O)C1N(CCN(C1)C(=O)[O-])C(=O)[O-])=O